4-bromo-3,5-difluorobenzoic acid methyl ester COC(C1=CC(=C(C(=C1)F)Br)F)=O